N-phenyl-3,3-bicarbazole C1(=CC=CC=C1)N1C2=CC=CC=C2C=2CC(C=CC12)=C1C=CC2=NC3=CC=CC=C3C2=C1